henicosan-11-yl 8-((2-(dimethylamino)ethyl)(nonyl)amino)octanoate CN(CCN(CCCCCCCC(=O)OC(CCCCCCCCCC)CCCCCCCCCC)CCCCCCCCC)C